CCCCCCCC/C=C\C/C=C\C/C=C\CCCC(=O)OC[C@H](COP(=O)([O-])OCC[N+](C)(C)C)OC(=O)CCCCCCC/C=C\C/C=C\CCCCC 1-(5Z,8Z,11Z-eicosatrienoyl)-2-(9Z,12Z-octadecadienoyl)-sn-glycero-3-phosphocholine